N-((7-(5-(Difluoromethyl)-1,3,4-Oxadiazol-2-Yl)Imidazo[1,2-a]Pyridin-2-Yl)Methyl)-4-Ethyl-N-Phenylpiperazine-1-Sulfonamide FC(C1=NN=C(O1)C1=CC=2N(C=C1)C=C(N2)CN(S(=O)(=O)N2CCN(CC2)CC)C2=CC=CC=C2)F